4-(4-(2-(2,6-dioxopiperidin-3-yl)-1,3-dioxoisoindolin-5-yl)piperazin-1-yl)piperidine O=C1NC(CCC1N1C(C2=CC=C(C=C2C1=O)N1CCN(CC1)C1CCNCC1)=O)=O